C(#C)C1=C(C(=C(C(=C1[2H])[2H])F)[2H])[2H] 1-ethynyl-4-fluorobenzene-2,3,5,6-d